N2-(2-ethoxy-5-methyl-4-(4-(4-methylpiperazin-1-yl)piperidin-1-yl)phenyl)-N4-(1-(methylsulfonyl)indolin-7-yl)-7H-pyrrolo[2,3-d]pyrimidine-2,4-diamine C(C)OC1=C(C=C(C(=C1)N1CCC(CC1)N1CCN(CC1)C)C)NC=1N=C(C2=C(N1)NC=C2)NC=2C=CC=C1CCN(C21)S(=O)(=O)C